4-(8-(3-acrylamidophenyl)quinazolin-6-yl)-2-chloro-N-(4-cyclopropylpyridin-2-yl)benzamide C(C=C)(=O)NC=1C=C(C=CC1)C=1C=C(C=C2C=NC=NC12)C1=CC(=C(C(=O)NC2=NC=CC(=C2)C2CC2)C=C1)Cl